FC1=CC2=C(B(O[C@@H]2C)O)C(=C1)F (R)-5,7-difluoro-3-methylbenzo[c][1,2]oxaborol-1(3H)-ol